C(CCCCCCC\C=C/C\C=C/CCCCC)(=O)N(CCC)C(CCCCCCC\C=C/C\C=C/CCCCC)=O bislinoleoyl-propylamine